FC=1C=C(C(=O)NC)C=C(C1)CN1C(C2=CN=C(C=C2C=C1)C1=CC=NN1C)=O 3-Fluoro-N-methyl-5-((6-(1-methyl-1H-pyrazol-5-yl)-1-oxo-2,7-naphthyridin-2(1H)-yl)methyl)benzamide